ClC=1C(=C(CN2C(CC(CC2)(C(=O)O)CC2=NC(=CC=C2F)NC2=NNC(=C2)C)CC)C=CC1)F 1-(3-chloro-2-fluorobenzyl)-2-ethyl-4-((3-fluoro-6-((5-methyl-1H-pyrazol-3-yl)amino)pyridin-2-yl)methyl)piperidine-4-carboxylic acid